methyl 2-(3-methoxy-5-methyl-pyrazol-1-yl)-6-[6-[(6-methylpyridazin-3-yl)amino]benzimidazol-1-yl]pyridine-3-carboxylate COC1=NN(C(=C1)C)C1=NC(=CC=C1C(=O)OC)N1C=NC2=C1C=C(C=C2)NC=2N=NC(=CC2)C